COC1=CC=C(CN2N=CC3=CC=C(C=C23)C=C)C=C1 1-(4-methoxybenzyl)-6-vinyl-1H-indazole